6-methyl-4-oxo-2-(4-(trifluoromethyl)piperidin-1-yl)-4H-chromen CC=1C=C2C(C=C(OC2=CC1)N1CCC(CC1)C(F)(F)F)=O